(R)-1-(3-(1-(4-(2-fluoro-3-methoxyphenoxy)phenyl)-8-isopropylimidazo[1,5-a]pyrazin-3-yl)pyrrolidin-1-yl)prop-2-en-1-one tris-(2,2,6,6-tetramethylpiperidyl)-nitrilotriacetate CC1(N(C(CCC1)(C)C)C(C(=O)O)N(C(C(=O)O)N1C(CCCC1(C)C)(C)C)C(C(=O)O)N1C(CCCC1(C)C)(C)C)C.FC1=C(OC2=CC=C(C=C2)C=2N=C(N3C2C(=NC=C3)C(C)C)[C@H]3CN(CC3)C(C=C)=O)C=CC=C1OC